OC(=O)C(F)(F)F.N1(N=CC=C1)C[C@@H]1C[C@H](CN1)NC(C1=CN=C(C=C1)C1=C2C=NNC2=CC=C1)=O N-((3R,5S)-5-((1H-pyrazol-1-yl)methyl)pyrrolidin-3-yl)-6-(1H-indazol-4-yl)nicotinamide TFA salt